C1(CCCCC1)C1=CC=C(C=C1)NC1=C(C2=CC=CC=C2C=C1)C1=CC=CC=C1 N-(4-cyclohexylphenyl)-1-phenylnaphthalen-2-amine